C(C)OC(CC1=CC=CC2=C1O[C@@H](CN2C)C=2C=C(C1=C(C(=C(O1)[2H])[2H])C2)C2=C(C(=CC=C2)CN)F)=O (R)-2-(2-(7-(3-(aminomethyl)-2-fluorophenyl)benzofuran-5-yl-2,3-d2)-4-methyl-3,4-dihydro-2H-benzo[b][1,4]oxazin-8-yl)acetic acid ethyl ester